NC=1SC=CC1 Aminothiole